FC(C=1C=C(C=C(C1)C(F)(F)F)NC1=NC2=C(N1)C=C(C=C2)C(F)(F)F)(F)F N-(3,5-bis(trifluoromethyl)phenyl)-6-(trifluoromethyl)-1H-benzo[d]imidazol-2-amine